1-chloro-8-(trifluoromethyl)imidazo[1,2-a][1,7]naphthyridine-6-carboxamide ClC1=NC=CC=2C=C(C=3N(C12)C=C(N3)C(F)(F)F)C(=O)N